NP(CC(C1=CC=CC=C1)C1=CC=CC=C1)(N)=O diaminodiphenylethylphosphorus oxide